tert-butyl 9-bromo-7-chloro-5-(difluoromethyl)-6-fluoro-3,4-dihydro-1H-pyrido[4,3-b]indole-2-carboxylate BrC=1C=2C3=C(N(C2C(=C(C1)Cl)F)C(F)F)CCN(C3)C(=O)OC(C)(C)C